NC1=NC=CC(=C1/C=C/C(=O)OCCCC)F butyl (2E)-3-(2-amino-4-fluoropyridin-3-yl)prop-2-enoate